1-(R)-((tert-butyldimethylsilyloxy)ethyl)aniline [Si](C)(C)(C(C)(C)C)OCC[C@]1(N)CC=CC=C1